N-(2-methoxyphenyl)piperidine-4-carboxamide COC1=C(C=CC=C1)NC(=O)C1CCNCC1